D-3-THIOBUTYRINE CC([C@H](C(=O)O)N)S